1-propanesulfonic acid, sodium salt [Na+].C(CC)S(=O)(=O)[O-]